ClC1=CC=C(C=C1)OC 1-chloro-4-methoxybenzene